FS(C1=CC=C(C=C1)N[C@@H]1CC[C@H](CC1)S(=O)(=O)C1=CC=C(C=C1)C1=CC=C(C=N1)C(=O)N)(F)(F)(F)F 6-(4-{[trans-4-{[4-(pentafluoro-λ6-sulfanyl)phenyl]Amino}cyclohexyl]sulfonyl}phenyl)pyridine-3-carboxamide